N,N-diethyl-2-aminomethyl-1-phenylcyclopropanecarboxamide C(C)N(C(=O)C1(C(C1)CN)C1=CC=CC=C1)CC